(2S,5R)-N-{[(2R,4R)-4-(1H-Pyrrol-1-ylmethyl)-pyrrolidin-2-yl]methyloxy}-7-oxo-6-(sulfooxy)-1,6-diazabicyclo[3.2.1]octane-2-carboxamide N1(C=CC=C1)C[C@@H]1C[C@@H](NC1)CONC(=O)[C@H]1N2C(N([C@H](CC1)C2)OS(=O)(=O)O)=O